FC(C=1C(=C(C=CC1)[C@@H](C)\N=C/1\C2=C(N(C(=N1)C)C)C=NC(=C2)C2(CCN(CC2)C(C)=O)F)F)F (R,Z)-1-(4-(4-((1-(3-(difluoromethyl)-2-fluorophenyl)ethyl)imino)-1,2-dimethyl-1,4-dihydropyrido[3,4-d]pyrimidin-6-yl)-4-fluoropiperidin-1-yl)ethan-1-one